C(CCC)C1(CS(C2=C(N(C1)C1=CC=CC=C1)C=C(C(=C2)CO)OC)(=O)=O)CCCC 3,3-Dibutyl-8-(hydroxymethyl)-7-methoxy-5-phenyl-2,3,4,5-tetrahydro-1,5-benzothiazepine 1,1-dioxide